C[C@@H](C[C@H]([C@H]1C(O1)(C)C)O)[C@@H]2CC[C@@]34[C@@]2(C3)CC[C@H]5[C@]4([C@@H](C[C@@H]6[C@@]5(CC[C@H](C6(C)C)O)C)O[C@H]7[C@@H]([C@H]([C@@H]([C@H](O7)COC(=O)C)O)O)O)C The molecule is a triterpenoid saponin that is 24,25-epoxy-13,30-cyclodammarane-3,7,23-triol attached to a 6-O-acetyl-beta-D-glucopyranosyl residue at position 7 via a glycosidic linkage. Isolated from Dysoxylum cumingianum it exhibits antileukemic activity. It has a role as an antineoplastic agent and a plant metabolite. It is a beta-D-glucoside, an acetate ester, an epoxide, a monosaccharide derivative, a pentacyclic triterpenoid, a triterpenoid saponin and a secondary alcohol.